(±)-(R)-8-(2-chloro-5-fluorophenyl)-1-((S)-5-fluoro-3-hydroxy-3-(trifluoromethyl)indoline-1-carboxamido)-N-methyl-6-oxo-5,6,7,8-tetrahydroimidazo[1,5-a]pyrazine-3-carboxamide ClC1=C(C=C(C=C1)F)[C@@H]1C=2N(CC(N1)=O)C(=NC2NC(=O)N2C[C@@](C1=CC(=CC=C21)F)(C(F)(F)F)O)C(=O)NC |r|